4-(((5-bromo-1-oxo-1,3-dihydroisobenzofuran-4-yl)oxy)methyl)-3-methyl-3,6-dihydropyridine-1(2H)-carboxylic acid tert-butyl ester C(C)(C)(C)OC(=O)N1CC(C(=CC1)COC1=C2COC(C2=CC=C1Br)=O)C